Ethyl 5-formyl-3,4-dimethyl-thieno[2,3-c]Pyridazine-6-carboxylate C(=O)C1=C(SC=2N=NC(=C(C21)C)C)C(=O)OCC